C1=C(C=CC2=CC=CC=C12)C=1N=C2OC=CN2C1C(=O)NC1CCC(CC1)NC(OC(C)(C)C)=O Tert-butyl (4-(6-(naphthalen-2-yl)imidazo[2,1-b]oxazole-5-carboxamido)cyclohexyl)carbamate